[Si](C1=CC=CC=C1)(C1=CC=CC=C1)(C(C)(C)C)O[C@@H]1C[C@@]2(CCCN2C1)C(=O)OC (2R,7aS)-methyl 2-((tert-butyldiphenylsilyl)oxy)hexahydro-1H-pyrrolizine-7a-carboxylate